Dithio-catechol C=1(S)C(S)=CC=CC1